6-(4-((4-methylpiperazin-1-yl)methyl)benzyl)-2-oxobenzo[cd]indol CN1CCN(CC1)CC1=CC=C(CC=2C=3C4=C(C(NC4=CC2)=O)C=CC3)C=C1